FC(N1C2=C(C=3C=CC(=CC13)C=1C=C(C(=NC1)N1CCC(CC1)CC(C)(C)N1CCN(CC1)C=1C=C3C(N(C(C3=CC1)=O)C1C(NC(CC1)=O)=O)=O)F)C=NC=C2)F 5-(4-(1-(1-(5-(5-(difluoromethyl)-5H-pyrido[4,3-b]indol-7-yl)-3-fluoropyridin-2-yl)piperidin-4-yl)-2-methylpropan-2-yl)piperazin-1-yl)-2-(2,6-dioxopiperidin-3-yl)isoindoline-1,3-dione